C1(CCCCC1)N1CC2=CC=CC=C2CC1=O 2-cyclohexyl-1,4-dihydroisoquinolin-3(2H)-one